CN(C1=CC=C(C=C1)C1=CC=C(C=C1)CN(C(=O)[C@H]1[C@H]2CC[C@@H](C1)C2)C=2C=C(C=NC2)/C=C/C(=O)OC)C methyl (E)-3-(5-((1S,2R,4R)-N-((4'-(dimethylamino)-[1,1'-biphenyl]-4-yl)methyl)bicyclo[2.2.1]heptane-2-carboxamido)pyridin-3-yl)acrylate